FC1=C(O[C@H]2C[C@]3([C@H](CN(C3)C[C@H](O)C=3C=C4CCC(NC4=CC3)=O)C2)O)C=C(C=C1)F 6-((R)-2-((3aR,5R,6aS)-5-(2,5-difluorophenoxy)-3a-hydroxyhexahydrocyclopenta[c]pyrrol-2(1H)-yl)-1-hydroxyethyl)-3,4-dihydroquinolin-2(1H)-one